N1,N1,N1,N5,N5,N5-hexamethylpentane-1,5-diaminium C[N+](CCCCC[N+](C)(C)C)(C)C